(R)-5-(7-(4-Bromo-3-(trifluoromethyl)benzoyl)-2-(isopropylamino)-6-methyl-4-oxo-5,6,7,8-tetrahydropyrido[3,4-d]pyrimidin-3(4H)-yl)-N-methylpicolinamide BrC1=C(C=C(C(=O)N2CC=3N=C(N(C(C3C[C@H]2C)=O)C=2C=CC(=NC2)C(=O)NC)NC(C)C)C=C1)C(F)(F)F